methylene(indenyl)(2,7-di-tertbutyl-fluorenyl)hafnium C=[Hf](C1=C(C=CC=2C3=CC=C(C=C3CC12)C(C)(C)C)C(C)(C)C)C1C=CC2=CC=CC=C12